COC1=CC=C(C=C1)C=O P-methoxybenzaldehyde